2-(hex-5-en-1-yl)-1-p-toluenesulfonyl-aziridine C(CCCC=C)C1N(C1)S(=O)(=O)C1=CC=C(C)C=C1